1-[5-tert-butyl-2-p-tolyl-2H-pyrazol-3-yl]-3-[4-(3-(morpholin-4-yl)-3-methylpropan-1-yl)naphthalen-1-yl]-urea C(C)(C)(C)C=1C=C(N(N1)C1=CC=C(C=C1)C)NC(=O)NC1=CC=C(C2=CC=CC=C12)CCC(C)N1CCOCC1